FC(C=1C(=C(C=NC1)C(=N)C=1C=C2N=CC=NC2=CC1)N1CCN(CC1)C)F (5-(difluoromethyl)-4-(4-methylpiperazin-1-yl)pyridin-3-yl)-1-(quinoxalin-6-yl)methanimine